C(C#CC)(=O)N1CC(C1)C(=O)N1CCC(CC1)N1N=CC(=C1)C=1C=C(C=2N(C1)N=CC2C#N)OC 6-(1-(1-(1-(but-2-ynoyl)azetidine-3-carbonyl)piperidin-4-yl)-1H-pyrazol-4-yl)-4-methoxypyrazolo[1,5-a]pyridine-3-carbonitrile